3-((5-fluoro-4-(3-(2-oxo-1,3-oxazinan-3-yl)phenyl)pyrimidin-2-yl)amino)cyclohexane-1-carboxamide FC=1C(=NC(=NC1)NC1CC(CCC1)C(=O)N)C1=CC(=CC=C1)N1C(OCCC1)=O